7-bromo-3-chloroisoquinolin-6-amine BrC1=C(C=C2C=C(N=CC2=C1)Cl)N